NC=1N=CC2=C(C=CC(=C2C1)C(C)(C)O)Cl 2-(3-amino-8-chloroisoquinolin-5-yl)propan-2-ol